N[C@H](C(=O)N[C@H]1[C@H]2SC([C@@H](N2C1=O)C(=O)O)(C)C)C1=CC=CC=C1 (2S,5R,6R)-6-{[(2S)-2-Amino-2-phenylacetyl]amino}-3,3-dimethyl-7-oxo-4-thia-1-azabicyclo[3.2.0]heptane-2-carboxylic acid